2,4-dipropoxypentane C(CC)OC(C)CC(C)OCCC